N1=CC(=CC=C1)NC(C1=CC(=NC=C1)N1C=NN=C1)=O N-(pyridin-3-yl)-2-(4H-1,2,4-triazol-4-yl)isonicotinamide